ClC1=C(C(=CC(=C1)C(C)(C)C1=CC=C(C=C1)CCl)Cl)OCCCl 1,3-Dichloro-2-(2-chloroethoxy)-5-(2-(4-(chloromethyl)phenyl)propan-2-yl)benzene